4-[(4-isopropoxy-2-pyridyl)methyl]piperidin-4-ol C(C)(C)OC1=CC(=NC=C1)CC1(CCNCC1)O